(R)-(4-((1-(3-(1,1-difluoro-2-methoxyethyl)-2-fluorophenyl)ethyl)amino)-7-methoxy-6-(4-methoxytetrahydro-2H-pyran-4-yl)quinazolin-2-yl)methanol FC(COC)(F)C=1C(=C(C=CC1)[C@@H](C)NC1=NC(=NC2=CC(=C(C=C12)C1(CCOCC1)OC)OC)CO)F